1-methyl-alpha-pentadecyl-4(1H)-quinolone CC(CCCCCCCCCCCCCC)N1C=CC(C2=CC=CC=C12)=O